5-acetyl-2-cyano-7-methylquinolin-3-yl trifluoromethanesulfonate FC(S(=O)(=O)OC=1C(=NC2=CC(=CC(=C2C1)C(C)=O)C)C#N)(F)F